ClC1=CC(=C(C=N1)C1=NC=C(C=C1F)CN1CCC(CC1)O)N[C@@H](C)CCO (S)-1-((6'-Chloro-3-fluoro-4'-((4-hydroxybutan-2-yl)amino)-[2,3'-bipyridin]-5-yl)methyl)piperidin-4-ol